ClC1=C(C=2N=C(N=C(C2C=N1)N1CCC(CC1)C(=O)OC)OC[C@]12CCCN2C[C@@H](C1)F)F methyl 1-(7-chloro-8-fluoro-2-(((2R,7aS)-2-fluorotetrahydro-1H-pyrrolizin-7a(5H)-yl)methoxy)pyrido[4,3-d]pyrimidin-4-yl)piperidine-4-carboxylate